1,1-di-tert-butyl-3,3-diisopropyl-disiloxane C(C)(C)(C)[SiH](O[SiH](C(C)C)C(C)C)C(C)(C)C